N-(4-(4-cyanophenyl)oxazol-2-yl)pyridiniumamide C(#N)C1=CC=C(C=C1)C=1N=C(OC1)NC(=O)[N+]1=CC=CC=C1